NC=1N=C(SC1C(C1=CC=CC=C1)=O)N(C1=CC(=C(C=C1)F)F)C(C(=O)N)C (N-(4-amino-5-benzoyl-thiazol-2-yl)-3,4-difluoro-anilino)propionamide